2-(4-ethoxyphenyl)-2-methylpropanoic acid C(C)OC1=CC=C(C=C1)C(C(=O)O)(C)C